3-(propan-2-yl)pyridine-2-sulfonamide CC(C)C=1C(=NC=CC1)S(=O)(=O)N